1-propyl-1H-indazol C(CC)N1N=CC2=CC=CC=C12